ClC1=CC(=C(C=C1)C#CC1=C(C=CC=C1)C1=C(C=CC(=C1)S(=O)(=O)N(C)C)S(=O)(=O)N)F (2-((4-chloro-2-fluorophenyl)ethynyl)phenyl)-N4,N4-dimethylbenzene-1,4-disulfonamide